Methyl 2-[acetyl(benzyl)amino]-6-hydroxy-1-benzothiophene-3-carboxylate C(C)(=O)N(C=1SC2=C(C1C(=O)OC)C=CC(=C2)O)CC2=CC=CC=C2